CC(C)(C1CCC2(OCC(CO2)(CC)CN)CC1)C1CCC2(OCC(CO2)(CC)CN)CC1 (propane-2,2-diylbis(3-ethyl-1,5-dioxaspiro[5.5]undecane-9,3-diyl))dimethanamine